benzaldehyde compound with benzyl bromide C(C1=CC=CC=C1)Br.C(C1=CC=CC=C1)=O